N-(3-((1-Oxo-6-(3-(trifluoromethyl)-1H-pyrazol-4-yl)isoquinolin-2(1H)-yl)methyl)phenyl)-3-(pyridin-2-yl)propenamide O=C1N(C=CC2=CC(=CC=C12)C=1C(=NNC1)C(F)(F)F)CC=1C=C(C=CC1)NC(C=CC1=NC=CC=C1)=O